furan-4-yl (E)-4-hydroxy-2-methylbut-2-enoate OC/C=C(/C(=O)OC=1C=COC1)\C